N-[(2-amino-3-fluoroquinolin-7-yl)methyl]-N-(2-methanesulfonylpyridin-3-yl)-2-(trifluoro-methyl)-1,3-thiazole-4-carboxamide NC1=NC2=CC(=CC=C2C=C1F)CN(C(=O)C=1N=C(SC1)C(F)(F)F)C=1C(=NC=CC1)S(=O)(=O)C